6H-pyrido[3,4-d]pyridazin-7-one C=1C=2C(C=NN1)=CNC(C2)=O